(3-fluoropropyl)-2-phenylbenzo[d]thiazol-3-ium chloride [Cl-].FCCC[N+]1=C(SC2=C1C=CC=C2)C2=CC=CC=C2